7-bromo-6-chloro-3-cyano-2-((((S)-1-methylpyrrolidin-2-yl)methoxy)quinolin-4-yl)-2-(cyanomethyl)piperazine-1-carboxylate BrC1=CC=C2C(=CC(=NC2=C1)OC[C@H]1N(CCC1)C)C1(N(C(CNC1C#N)Cl)C(=O)[O-])CC#N